2-Benzyloxy-4-[butyl-(4-hydroxybutyl)amino]benzaldehyde C(C1=CC=CC=C1)OC1=C(C=O)C=CC(=C1)N(CCCCO)CCCC